O[C@@H]1[C@H](COC1)OC1=NN(C=C1)C([2H])([2H])[2H] 3-(((3S,4S)-4-hydroxytetrahydrofuran-3-yl)oxy)-1-(methyl-d3)-1H-pyrazol